6-(4-bromo-2-iso-propylbenzyl)-6,7-dihydro-5H-pyrrolo-[3,4-b]pyridin-5-one BrC1=CC(=C(CN2CC3=NC=CC=C3C2=O)C=C1)C(C)C